FC(C=1C(=CNC(C1)=O)C(=O)NC1=C(C=C(C(=C1)C1=CC(=C(C=C1)C(NC)=O)F)F)N1C[C@H](N(CC1)C)C)F |r| 4-(difluoromethyl)-N-[4-fluoro-5-[3-fluoro-4-(methylcarbamoyl)phenyl]-2-[rac-(3R)-3,4-dimethylpiperazin-1-yl]phenyl]-6-oxo-1H-pyridine-3-carboxamide